FC(C1=NN=C(O1)C=1C=CC(=NC1)CN(C(=O)C1(CN(C1)C1CN(C1)CC)F)C1=CC=CC=C1)F N-((5-(5-(difluoromethyl)-1,3,4-oxadiazol-2-yl)pyridin-2-yl)methyl)-1'-ethyl-3-fluoro-N-phenyl-[1,3'-biazetidine]-3-carboxamide